(7R,14R)-1-(difluoromethoxy)-11-(4-(3-fluoroazetidin-1-yl)-3-methylbut-1-yn-1-yl)-6-(methyl-d3)-6,7-dihydro-7,14-methanobenzo[f]benzo[4,5]imidazo[1,2-a][1,4]diazocin-5(14H)-one FC(OC1=CC=CC=2C(N([C@H]3C=4N([C@@H](C21)C3)C3=C(N4)C=CC(=C3)C#CC(CN3CC(C3)F)C)C([2H])([2H])[2H])=O)F